BrC1=C(C2=C(C3=NC=C(C=C3N2C(C2CCOCC2)C2=NC=CC=C2C)C2=C(N=NN2C)C)S1)C 2-bromo-6-(1,4-dimethyl-1H-1,2,3-triazol-5-yl)-3-methyl-4-((3-methylpyridin-2-yl)(tetrahydro-2H-pyran-4-yl)methyl)-4H-thieno[2',3':4,5]pyrrolo[3,2-b]pyridine